(6-bromopyridine-2-yl) (1-methylpiperidine-4-yl) ketone CN1CCC(CC1)C(=O)C1=NC(=CC=C1)Br